N1[C@@H](CCC1)C(=O)N[C@@H](CC(N)=O)C(=O)O L-prolyl-L-asparagine